fluoro-5-(3-pyridin-2-yl-1H-pyrazol-1-yl)benzonitrile FC1=C(C#N)C=C(C=C1)N1N=C(C=C1)C1=NC=CC=C1